FC=1C(=CC(=NC1)C)C1=NN2C(O[C@@H](CC2)C)=C1C(=O)N[C@@H]1C(NC2=C(C(=N1)C1=CC=CC=C1)C=CC=C2F)=O (5R)-2-(5-fluoro-2-methylpyridin-4-yl)-N-[(3S)-9-fluoro-2-oxo-5-phenyl-1,3-dihydro-1,4-benzodiazepine-3-yl]-5-methyl-6,7-dihydro-5H-pyrazolo[5,1-b][1,3]Oxazine-3-carboxamide